CN1CC(C1)(C)[C@@](C=1C=C(C=NC1)C#CC(C)(O)C1=CC=C(C=C1)OC)(C1=CC=C(C=C1)C(C)C)O 4-{5-[(R)-(1,3-dimethyl-azetidin-3-yl)-hydroxy-(4-isopropyl-phenyl)-methyl]-pyridin-3-yl}-2-(4-methoxy-phenyl)-but-3-yn-2-ol